CC(C(=O)OC=1C(=NC=CC1OC)C(N[C@H](C(=O)O[C@H]([C@@H](C)C1=C(C=CC=C1)C(F)(F)F)C)C)=O)C [4-methoxy-2-[[(1S)-1-methyl-2-[(1S,2S)-1-methyl-2-[2-(trifluoromethyl)phenyl]propoxy]-2-oxo-ethyl]carbamoyl]-3-pyridyl] 2-methylpropanoate